NNCCC1=CC(O)=C(O)C=C1 aminodopamine